C(C)NCCC(C)NCC N,N'-diethyl-1,3-diaminobutane